FC(OC1(CC=CC=C1)NC(=O)NC1CCN(CC1)C(CC)=O)(F)F 1-trifluoromethoxyphenyl-3-(1-propionylpiperidin-4-yl)urea